O1C2=C(OCC1)C(=CC=C2)CN2C[C@H](N(CC2)C2CC1(C2)CCNCC1)C1=C(C=CC=C1)C(C)C (R)-2-(4-((2,3-dihydrobenzo[b][1,4]dioxin-5-yl)methyl)-2-(2-isopropylphenyl)piperazin-1-yl)-7-azaspiro[3.5]nonane